Tert-Butyl 2-((4-Bromo-6-Cyano-2-Methylpyridin-3-Yl)Carbamoyl)Azetidine-1-Carboxylate BrC1=C(C(=NC(=C1)C#N)C)NC(=O)C1N(CC1)C(=O)OC(C)(C)C